(S)-1-phenyl-2-aminoethanol hydrochloride Cl.C1(=CC=CC=C1)[C@@H](CN)O